C(C1=CC=CC=C1)OC1=C(C(=NC(=C1F)C(F)(F)F)I)F 4-(benzyloxy)-3,5-difluoro-2-iodo-6-(trifluoromethyl)pyridine